FC(COC1=C(C=C(C(=N1)OC)NS(=O)(=O)C1=CNC=2C(N(CCC21)C)=O)F)F N-[6-(2,2-difluoroethoxy)-5-fluoro-2-methoxy-3-pyridyl]-7-keto-6-methyl-4,5-dihydro-1H-pyrrolo[2,3-c]pyridine-3-sulfonamide